3-(4-((R)-3-(5-amino-7,9-difluoro-[1,2,4]triazolo[1,5-c]quinazolin-2-yl)piperidin-1-yl)-3-methyl-1H-pyrazol-1-yl)butan-2-ol NC1=NC=2C(=CC(=CC2C=2N1N=C(N2)[C@H]2CN(CCC2)C=2C(=NN(C2)C(C(C)O)C)C)F)F